C(C)(C)(CCC)OOC1CCCCC1 t-hexyl-peroxycyclohexane